3-(1,4-oxazepan-4-yl)propan-1-ol O1CCN(CCC1)CCCO